bis[4-(acetyloxy)-2-[(2E,6E,10E,14E,18E,22E)-3,7,11,15,19,23,27-heptamethyloctacosa-2,6,10,14,18,22,26-heptaen-1-yl]-3-methylnaphthalen-1-yl]butanedioate C(C)(=O)OC1=C(C(=C(C2=CC=CC=C12)OC(CCC(=O)OC1=C(C(=C(C2=CC=CC=C12)OC(C)=O)C)C\C=C(\CC\C=C(\CC\C=C(\CC\C=C(\CC\C=C(\CC\C=C(\CCC=C(C)C)/C)/C)/C)/C)/C)/C)=O)C\C=C(\CC\C=C(\CC\C=C(\CC\C=C(\CC\C=C(\CC\C=C(\CCC=C(C)C)/C)/C)/C)/C)/C)/C)C